C(#N)C=1C=C(C=CC1)C=1N=C(SC1C1=CC(=NC(=C1)C)[C@H](C)O)NC(=O)N1CC2(COC2)C1 N-[4-(3-cyanophenyl)-5-[2-[(1S)-1-hydroxyethyl]-6-methyl-4-pyridyl]thiazol-2-yl]-2-oxa-6-azaspiro[3.3]heptane-6-carboxamide